OCCC[NH-] Hydroxypropylamide